(S)-quinuclidin-3-yl (5-(3-butoxyphenyl)-2,2-dimethyl-2,3-dihydro-1H-inden-1-yl)carbamat C(CCC)OC=1C=C(C=CC1)C=1C=C2CC(C(C2=CC1)NC(O[C@@H]1CN2CCC1CC2)=O)(C)C